FC1=C(C(=CC=C1)C(F)(F)F)NC(=O)NC(CC(C)(OC)OC)=O N-((2-fluoro-6-trifluoromethylphenyl)carbamoyl)-3,3-dimethoxybutyramide